2-[(2S)-4-benzyl-1-(oxolan-2-ylmethyl)piperazin-2-yl]ethanamine C(C1=CC=CC=C1)N1C[C@@H](N(CC1)CC1OCCC1)CCN